pentoxainine O1OOOOC1